(R)-4-((1-(3-((difluoromethyl)sulfonyl)-2-methylphenyl)ethyl)amino)-6-(1-methylcyclopropyl)-1-(4-methylpiperazin-1-yl)pyrido[3,4-d]pyridazin-7(6H)-one FC(S(=O)(=O)C=1C(=C(C=CC1)[C@@H](C)NC1=NN=C(C=2C1=CN(C(C2)=O)C2(CC2)C)N2CCN(CC2)C)C)F